FC1([C@H](CN(C[C@H]1C)C=1N=C2N(C(C1)=O)C=C(C=C2[C@@H](C)NC2=C(C(=O)O)C=CC=C2)C)C)F 2-(((R)-1-(2-((3S,5R)-4,4-difluoro-3,5-dimethylpiperidin-1-yl)-7-methyl-4-oxo-4H-pyrido[1,2-a]pyrimidin-9-yl)ethyl)amino)benzoic acid